(2R)-3-(((2,3-bis((3-((tert-butoxycarbonyl)(isobutyl)amino)propanoyl)oxy)propoxy)(hydroxy)phosphoryl)-oxy)propane-1,2-diyl ditetradecanoate C(CCCCCCCCCCCCC)(=O)OC[C@H](COP(=O)(O)OCC(COC(CCN(CC(C)C)C(=O)OC(C)(C)C)=O)OC(CCN(CC(C)C)C(=O)OC(C)(C)C)=O)OC(CCCCCCCCCCCCC)=O